5-methyl-4-nitro-2-(6-azaspiro[2.5]oct-6-yl)benzamide CC=1C(=CC(=C(C(=O)N)C1)N1CCC2(CC2)CC1)[N+](=O)[O-]